C(C1=CC=CC=C1)(=O)ON1CC2COCC(C1)N2C(=O)OC(C)(C)C tert-butyl 7-(benzoyloxy)-3-oxa-7,9-diazabicyclo[3.3.1]nonane-9-carboxylate